FC1=CC=C(C=C1)C1=NN2C(=NC=3C(=CC=CC3C2=N1)C(C)C)NC1C(NCCCC1)=O 3-{[2-(4-fluorophenyl)-7-(propan-2-yl)[1,2,4]triazolo[1,5-c]quinazolin-5-yl]amino}azepan-2-one